3-aminonaphthoquinone tert-butyl-(1R,5S,6R)-6-((2-(8-((cyclopentylmethyl)sulfuryl)imidazo[1,5-a]pyridin-3-yl)prop-2-yl)carbamoyl)-3-azabicyclo[3.1.0]hexane-3-carboxylate C(C)(C)(C)OC(=O)N1C[C@H]2C([C@H]2C1)C(NC(C)(C)C1=NC=C2N1C=CC=C2S(=O)(=O)CC2CCCC2)=O.NC2=CC(C1=CC=CC=C1C2=O)=O